N-methyl-1,2,3-triazole-4-sulfonamide CNS(=O)(=O)C=1N=NNC1